Cl.Cl.F\C(=C/CN)\CS(=O)(=O)C1=NC=C(C=C1)C(C)C (Z)-3-fluoro-4-(5-isopropylpyridin-2-ylsulfonyl)but-2-en-1-amine dihydrochloride